2,4,7,9-tetramethyldec-5-ynediol CC(C(O)O)CC(C#CC(CC(C)C)C)C